4-acetamido-6-chloro-N-{3-[2-(4-chloro-3-fluorophenoxy)acetamido]bicyclo[1.1.1]pentan-1-yl}-3,4-dihydro-2H-1-benzopyran-2-carboxamide C(C)(=O)NC1CC(OC2=C1C=C(C=C2)Cl)C(=O)NC21CC(C2)(C1)NC(COC1=CC(=C(C=C1)Cl)F)=O